Vinyltriethoxy-silan C(=C)[Si](OCC)(OCC)OCC